1-{4-[4-({(1R)-1-[3-(1,1-difluoro-2-hydroxy-2-methylpropyl)-2-fluorophenyl]ethyl}amino)-2,7-dimethylpyrido[2,3-d]pyrimidin-6-yl]-5-methyl-3,6-dihydropyridin-1(2H)-yl}ethan-1-one FC(C(C)(C)O)(F)C=1C(=C(C=CC1)[C@@H](C)NC=1C2=C(N=C(N1)C)N=C(C(=C2)C=2CCN(CC2C)C(C)=O)C)F